8-hydroxy-7-iodo-4-methoxy-1-naphthaldehyde OC=1C(=CC=C2C(=CC=C(C12)C=O)OC)I